(3-Chloro-4-fluorophenyl)-1-(6-methoxypyridin-3-yl)-1-((4,5,6,7-tetrahydro-1H-indazol-3-yl)methyl)urea ClC=1C=C(C=CC1F)NC(N(CC1=NNC=2CCCCC12)C=1C=NC(=CC1)OC)=O